COC=1C=C(NC(C)=O)C=CC1 3'-methoxyacetanilide